resorcinol-2,4,6-trisulfonate C=1(O)C(=C(O)C(=CC1S(=O)(=O)[O-])S(=O)(=O)[O-])S(=O)(=O)[O-]